[NH+]1=CC=CC=C1.C1(=CC=CC=C1)B(C1=CC=CC=C1)C1=CC=CC=C1 triphenylboron pyridinium salt